CC1=NC(=NC(=C1)C)N1C[C@@H]2[C@H](C1)CN(C2)C(=O)C2=C(C=CC=C2)OC(C(F)F)(F)F ((3aR,6aS)-5-(4,6-dimethylpyrimidin-2-yl)hexahydropyrrolo[3,4-c]pyrrol-2(1H)-yl)(2-(1,1,2,2-tetrafluoroethoxy)phenyl)methanone